lithium bis(oxalic acid) borate B([O-])([O-])[O-].C(C(=O)O)(=O)O.C(C(=O)O)(=O)O.[Li+].[Li+].[Li+]